FC=1C=C(C=CC1F)C=1C=CC(NN1)=O 6-(3,4-difluorophenyl)pyridazin-3(2H)-one